ClC=1C=C(C=CC1)CCC(=O)C[C@@H](COC=1C=C(C=CC1)S(=O)(=O)NC)O 3-((2S)-3-(3-chloro-phenylpropanoyl)-2-hydroxypropoxy)-N-methylbenzenesulphonamide